CNC(=O)C1=C2C(=NC=C1)N(N=C2CNC(OC(C)(C)C)=O)C2=CC=C(C=C2)OC(F)(F)F tert-butyl ((4-(methylcarbamoyl)-1-(4-(trifluoromethoxy)phenyl)-1H-pyrazolo[3,4-b]pyridin-3-yl)methyl)carbamate